3-(benzylthio)-5-bromobenzyl-(methyl)carbamic acid tert-butyl ester C(C)(C)(C)OC(N(C)CC1=CC(=CC(=C1)Br)SCC1=CC=CC=C1)=O